C(C1=CC=CC=C1)OC1=C(NC=CC1=O)C 3-benzyloxy-2-methyl-4(1H)-pyridone